ClC=1C=C(C=NC1)N1CCNCC1 1-(5-chloro-3-pyridyl)piperazine